4-((2-((3-(ethylamino)propyl)amino)-4-fluorobenzyl)amino)-2,5-difluoro-N-(1,2,4-thiadiazol-5-yl)-benzenesulfonamide C(C)NCCCNC1=C(CNC2=CC(=C(C=C2F)S(=O)(=O)NC2=NC=NS2)F)C=CC(=C1)F